FC(C=1C=C(C=C(C1)C(F)(F)F)C1=NN(C=N1)\C=C/1\C(N(C(N1CC=1C=NC=NC1)=O)CC[Si](C)(C)C(C)(C)C)=O)(F)F (Z)-5-((3-(3,5-bis(trifluoromethyl)phenyl)-1H-1,2,4-triazol-1-yl)methylene)-3-(2-((tert-butyldimethylsilyl))ethyl)-1-(pyrimidin-5-ylmethyl)imidazolidine-2,4-dione